(4-(4-amino-1H-pyrazolo[3,4-d]pyrimidin-1-yl)butyl)carbamic acid tert-butyl ester C(C)(C)(C)OC(NCCCCN1N=CC=2C1=NC=NC2N)=O